Lauryl montanate C(CCCCCCCCCCCCCCCCCCCCCCCCCCC)(=O)OCCCCCCCCCCCC